3-(2-((benzo[d]thiazol-2-ylmethoxy)methyl)-5-methylphenyl)-2-iminothiazolidin-4-one S1C(=NC2=C1C=CC=C2)COCC2=C(C=C(C=C2)C)N2C(SCC2=O)=N